BrC1=CC(=C(C=C1)NC(C(=O)OC)CC)[N+](=O)[O-] methyl 2-((4-bromo-2-nitrophenyl)amino)butanoate